C(C)C(C(=O)O)CC1=CN=C(N1CC1=CC=CC=C1)CN1CCC(CC1)C1=CC=CC=2OC(OC21)(C)C2=C(C=C(C=C2)Cl)F (E)-ethyl-3-(1-benzyl-2-((4-(2-(4-chloro-2-fluorophenyl)-2-methylbenzo[d][1,3]dioxol-4-yl)piperidin-1-yl)methyl)-1H-imidazol-5-yl)propanoic acid